(2S,4R)-4-hydroxy-N-[(1S)-1-[4-(4-methyl-1,3-thiazol-5-yl)phenyl]ethyl]-1-[(2R)-3-methyl-2-[3-(2-oxoethoxy)-1,2-oxazol-5-yl]butanoyl]pyrrolidine-2-carboxamide O[C@@H]1C[C@H](N(C1)C([C@H](C(C)C)C1=CC(=NO1)OCC=O)=O)C(=O)N[C@@H](C)C1=CC=C(C=C1)C1=C(N=CS1)C